(Z)-3-Fluoro-4-(3-fluorophenylsulfonyl)but-2-en-1-amin F\C(=C/CN)\CS(=O)(=O)C1=CC(=CC=C1)F